CC1=C(OC(C(=O)O)(C)C)C(=CC(=C1)CN1C(N(C2=C1C=CC=C2)C2=CC=C(C=C2)C(F)(F)F)=O)C 2-(2,6-Dimethyl-4-((2-oxo-3-(4-(trifluoromethyl)phenyl)2,3-dihydro-1H-benzo[d]imidazol-1-yl)methyl)phenoxy)-2-methylpropanoic acid